1-[2-(2,6-dioxo-3-piperidyl)-1,3-dioxo-isoindolin-5-yl]piperidine-4-Formaldehyde O=C1NC(CCC1N1C(C2=CC=C(C=C2C1=O)N1CCC(CC1)C=O)=O)=O